C(C)(C)(C)OC(=O)NC1CC2(C1)CC(C2)N[C@@H](COC2=NC(=NC(=C2)C2=C(C=CC=C2C)C)NS(=O)(=O)C=2C=C(C(=O)O)C=CC2)CC(C(F)(F)F)(C)C 3-[[4-[(2R)-2-[[2-(tert-Butoxycarbonylamino)spiro[3.3]heptan-6-yl]amino]-5,5,5-trifluoro-4,4-dimethyl-pentoxy]-6-(2,6-dimethylphenyl)pyrimidin-2-yl]sulfamoyl]benzoic acid